Methyl-5-((R)-1-oxopropan-2-yl)-cyclopentanecarbaldehyde CC1(CCCC1[C@H](C=O)C)C=O